ethyl sulfanylacetate SCC(=O)OCC